ClC1=CC(=C(C=C1)S(=O)(=O)N[C@@H](C(O)C1=C(C(=CC=C1F)C)C)C=1OC(NN1)=O)OC 4-chloro-N-((1S)-2-(6-fluoro-2,3-dimethylphenyl)-2-hydroxy-1-(5-oxo-4,5-dihydro-1,3,4-Oxadiazol-2-yl)ethyl)-2-methoxybenzenesulphonamide